(1R,3S)-3-[5-(5-{[2-(1,3-dioxolan-2-yl)phenyl]carbamoyl}-2-methyl pyrazole-3-amido)-2H-pyrazol-3-yl]cyclopentyl N-isopropylcarbamate C(C)(C)NC(O[C@H]1C[C@H](CC1)C=1NN=C(C1)NC(=O)C=1N(N=C(C1)C(NC1=C(C=CC=C1)C1OCCO1)=O)C)=O